C(CCCCCC(=O)OCCCCCCCCCCCC)(=O)OCCCCCCCCCCCC didodecyl heptanediate